2,3-difluoro-1-iodo-4-(trifluoromethyl)benzene FC1=C(C=CC(=C1F)C(F)(F)F)I